[Si](C)(C)(C(C)(C)C)N=S(=O)(N)C=1SC(=CN1)C(C)(C)O N'-(tert-butyldimethylsilyl)-5-(2-hydroxypropan-2-yl)thiazole-2-sulfonimidamide